S1C(=CC=C1)C1=CN=C2N1C=C(N=C2)C=2C=CC(=NC2)N 5-[3-(2-thienyl)imidazo[1,2-a]pyrazin-6-yl]pyridin-2-amine